Succinic acid dibutyl ester sodium [Na].C(CCC)OC(CCC(=O)OCCCC)=O